Cl[Si](C)(CCCCCCOC(C)(C)C)Cl dichloro-6-(t-butoxy)-hexylmethylsilane